CC1(CC1)C1=CN=CC=2N=C(N=C(C21)N)C=2C=NOC2 (1-methylcyclopropyl)-2-(1,2-oxazol-4-yl)pyrido[3,4-d]pyrimidin-4-amine